BrC=1C(=CC=2C3=C(C(=NC2C1F)Cl)N=C(N3C3C1CN(C3C1)C(=O)OC(C)(C)C)CCC(=O)OC)CCC#N tert-Butyl (endo)-5-(7-bromo-4-chloro-8-(2-cyanoethyl)-6-fluoro-2-(3-methoxy-3-oxopropyl)-1H-imidazo[4,5-c]quinolin-1-yl)-2-azabicyclo[2.1.1]hexane-2-carboxylate